C(C)(CC)C1=CC(C2=CC=CC=C12)[Si](C)(C)Cl (3-(sec-butyl)-1H-inden-1-yl)chlorodimethylsilane